Methyl 2-[(3-methoxy-3-oxo-propanoyl)-methyl-amino]-5-methyl-cyclopentene-1-carboxylate COC(CC(=O)N(C1=C(C(CC1)C)C(=O)OC)C)=O